BrC1=CC=C(C(=C1C(=O)NC1=NC=NS1)F)C 6-bromo-2-fluoro-3-methyl-N-(1,2,4-thiadiazol-5-yl)benzamide